ClC1=CC(=CC(=N1)N1CCN(CC1)S(=O)(=O)C1=CC=C(C=C1)N1C(CC(C1)CN1CC(C1)CN(C)C)=O)C(F)(F)F 1-[4-[4-[6-Chloro-4-(trifluoromethyl)-2-pyridyl]piperazin-1-yl]sulfonylphenyl]-4-[[3-[(dimethylamino)methyl]azetidin-1-yl]methyl]pyrrolidin-2-one